4-isopropylphenyl(1-hydroxyisopropyl)ketone C(C)(C)C1=CC=C(C=C1)CC(C)(O)C(=O)C(CC1=CC=C(C=C1)C(C)C)(C)O